tert-butyl {3-[({1-[8-chloro-5-(1H-pyrazol-4-yl)imidazo[1,5-a]pyridin-6-yl] ethyl} amino)carbonyl]pyrazolo[1,5-a]pyrimidin-2-yl}carbamate ClC=1C=2N(C(=C(C1)C(C)NC(=O)C=1C(=NN3C1N=CC=C3)NC(OC(C)(C)C)=O)C=3C=NNC3)C=NC2